FC=1C=CC(=NC1)NC([C@@H](C)C=1C=C2CCCN(C2=CC1)C(=O)C1=NOC(=N1)C)=O (2S)-N-(5-fluoropyridin-2-yl)-2-[1-(5-methyl-1,2,4-oxadiazole-3-carbonyl)-1,2,3,4-tetrahydroquinolin-6-yl]propanamide